CC1=NC(=CC=C1N1N=NC(=C1)C(=O)NCC=1N=NC(=CC1)C1=CC(=CC=C1)F)C 1-(2,6-dimethylpyridin-3-yl)-N-((6-(3-fluorophenyl)pyridazin-3-yl)methyl)-1H-1,2,3-triazole-4-carboxamide